2-((2-(((8-bromo-2-(piperazin-1-yl)pyrazolo[1,5-a][1,3,5]triazin-4-yl)amino)methyl)-4,5-difluoro-1H-benzo[d]imidazol-1-yl)methyl)acrylic acid BrC=1C=NN2C1N=C(N=C2NCC2=NC1=C(N2CC(C(=O)O)=C)C=CC(=C1F)F)N1CCNCC1